[Bi+3].[Rb+].P(=O)([O-])([O-])[O-].[Li+] lithium phosphate rubidium bismuth